3-(4-fluoro-(phenyl-2,3,5,6-d4))-methylene-6-((5-(tert-butyl)-1H-imidazol-4-yl)methylene-d)piperazine-2,5-dione FC1=C(C(=C(C(=C1[2H])[2H])C1C(NC(C(N1)=O)=C([2H])C=1N=CNC1C(C=C)(C)C)=O)[2H])[2H]